(1S,2S)-N2-(2,2-difluoroethyl)-N1-[4-[6-(3,5-dimethylisoxazol-4-yl)-1H-pyrrolo[2,3-b]pyridin-3-yl]-5-(trifluoromethyl)pyrimidin-2-yl]cyclopentane-1,2-diamine FC(CN[C@@H]1[C@H](CCC1)NC1=NC=C(C(=N1)C1=CNC2=NC(=CC=C21)C=2C(=NOC2C)C)C(F)(F)F)F